CCCCCCCCC(CCCCCCCC)C(C(=O)O)CCCCCCN(CCCCCC(OCCCCCCCCCC)=O)CCO heptadecan-9-yl-8-[(2-hydroxyethyl)(6-oxo-6-decyloxyhexyl)amino]octanoic acid